tert-butyl (2-(6-(4-iodophenyl)-1,2,4,5-tetrazin-3-yl)ethyl)carbamate IC1=CC=C(C=C1)C1=NN=C(N=N1)CCNC(OC(C)(C)C)=O